F[C@]1(CN(CC[C@H]1OC)C1=NC=CC(=N1)NC=1N=CC2=C(C=NC(=C2C1)C(C)C)N1CC(C1)CS(=O)(=O)C)C N-{2-[(3S,4R)-3-fluoro-4-methoxy-3-methyl-piperidin-1-yl]pyrimidin-4-yl}-8-[3-(methane-sulfonylmethyl)azetidin-1-yl]-5-(propan-2-yl)-2,6-naphthyridin-3-amine